(2S)-Isopropyl 2-(((4-formyl-5-hydroxy-6-methylpyridin-3-yl)methoxy)(4-(trifluoromethoxy)phenoxy)phosphorylamino)propanoate C(=O)C1=C(C=NC(=C1O)C)COC1=C(OP(=O)=N[C@H](C(=O)OC(C)C)C)C=CC(=C1)OC(F)(F)F